CC1=NC(=NC=C1OC1CCCCC1)C=1C=NN(C1CNC1=NC=CC(=N1)OC1=CC=CC=C1)C (1S,3S)-3-((4-Methyl-2-(1-methyl-5-(((4-phenoxypyrimidin-2-yl)amino)-methyl)-1H-pyrazol-4-yl)pyrimidin-5-yl)oxy)cyclohexan